1-(prop-2-ynyl)-3-(p-tolyl)urea C(C#C)NC(=O)NC1=CC=C(C=C1)C